5-(pyrazin-2-yl)-2-((1R,3R)-3-(pyrrolo[1,2-b]pyridazin-4-yloxy)cyclobutyl)-2,5,6,7-tetrahydro-3H-pyrrolo[2,1-c][1,2,4]triazol-3-one N1=C(C=NC=C1)C1CCC2=NN(C(N21)=O)C2CC(C2)OC=2C=1N(N=CC2)C=CC1